CC(CCC(=O)O)C 4-methyl-pentanic acid